C(CCC)C=1C=C2C(=CNC2=CC1)CCNC(C)=O N-(2-(5-butyl-1H-indol-3-yl)ethyl)acetamide